4-(Hydroxy(5-(3-methoxypyridin-2-yl)-1,3,4-oxadiazol-2-yl)methyl)piperidine-1-carboxylic acid tert-butyl ester C(C)(C)(C)OC(=O)N1CCC(CC1)C(C=1OC(=NN1)C1=NC=CC=C1OC)O